4-(2-chloro-4-benzoyl-phenylthio)phenylbis(fluorophenyl)sulfonium ClC1=C(C=CC(=C1)C(C1=CC=CC=C1)=O)SC1=CC=C(C=C1)[S+](C1=C(C=CC=C1)F)C1=C(C=CC=C1)F